C(#N)C1C(=CC=2C(=C(N=NC2Cl)Cl)O1)C#N 2,3-dicyano-5,8-dichloropyrano[2,3-D]pyridazine